tert-butyl 4-{1-[4-({5-bromo-4-[(5-methanesulfonamidoquinoxalin-6-yl)amino]pyrimidin-2-yl}amino)-2-cyclopropyl-5-methoxyphenyl]piperidin-4-yl}piperazine-1-carboxylate BrC=1C(=NC(=NC1)NC1=CC(=C(C=C1OC)N1CCC(CC1)N1CCN(CC1)C(=O)OC(C)(C)C)C1CC1)NC=1C(=C2N=CC=NC2=CC1)NS(=O)(=O)C